tert-butyl (E)-2-(1,1-difluoropropan-2-ylidene)hydrazine-1-carboxylate FC(\C(\C)=N\NC(=O)OC(C)(C)C)F